Cl.N[C@@H]1CN(CC[C@@H]1F)C1=NC2=C(N1CC1=CC=C(C#N)C=C1)C=C(C=C2)Cl 4-((2-((3R,4S)-3-amino-4-fluoropiperidin-1-yl)-6-chloro-1H-benzo[d]imidazol-1-yl)methyl)benzonitrile hydrochloride